tert-Butyl 2-(6-{2-chloropyrimidin-4-yl}-1-oxo-2,3-dihydro-1H-isoindol-2-yl)acetate ClC1=NC=CC(=N1)C1=CC=C2CN(C(C2=C1)=O)CC(=O)OC(C)(C)C